5-bromo-3-nitro-2-(prop-2-en-1-yloxy)pyridine BrC=1C=C(C(=NC1)OCC=C)[N+](=O)[O-]